12-chloro-18,20-difluoro-13-methoxy-15,15-dioxo-8-oxa-5,15λ6-dithia-3,16-diazatetracyclo[15.3.1.110,14.02,6]docosa-1(20),2(6),3,10,12,14(22),17(21),18-octaen-9-one ClC=1C=C2C(OCC=3SC=NC3C3=C(C=C(C(NS(C(C1OC)=C2)(=O)=O)=C3)F)F)=O